COC(\C(=C\C(=O)O)\CC(=O)N1COCC1)=O 2-oxo(1,3-oxazolidin-3-yl)ethyl-(2E)-but-2-ene-1,4-dioic acid methyl ester